ClC1=C(C=C(C=C1)OCCCC(C)(C)O)C1=CC(=NC=C1)NC(=O)C1=NN=C(N1)[C@H](C1=CC=CC=C1)O (S)-N-(4-(2-chloro-5-((4-hydroxy-4-methylpentyl)oxy)phenyl)pyridin-2-yl)-5-(hydroxyl(phenyl)methyl)-4H-1,2,4-triazole-3-carboxamide